FC1=CC=C(C=C1)N1C(C2=C(N=CC=C2C=C1C)O)=O 2-(4-fluorophenyl)-8-hydroxy-3-methyl-2,7-naphthyridin-1(2H)-one